OC1=C(C(OC(=C1)C)=O)CCCC=C 4-Hydroxy-6-methyl-3-(pent-4-enyl)-2H-pyran-2-one